2,6-dihydro-4H-spiro[cyclopenta[c]pyrazole-5,4'-piperidin]-4-amine N1CCC2(CC1)C(C=1C(=NNC1)C2)N